Cl.Cl.C1(CC1)NC1=NC=CC(=N1)C1=C(N=C(S1)C1CCNCC1)C1=CC=C(C=C1)F N-cyclopropyl-4-[4-(4-fluorophenyl)-2-(4-piperidinyl)-5-thiazolyl]-2-pyrimidinamine dihydrochloride